N1-(5-(4-fluoro-1-isopropyl-2-methyl-1H-benzo[d]imidazol-6-yl)pyrrolo[2,1-f][1,2,4]triazin-2-yl)-N3,N3-dimethylcyclobutane-1,3-diamine FC1=CC(=CC=2N(C(=NC21)C)C(C)C)C=2C=CN1N=C(N=CC12)NC1CC(C1)N(C)C